thiazole methanesulfonate CS(=O)(=O)O.S1C=NC=C1